1-N-butyl-N-(2,6-dimethylphenyl)-2-piperidinecarboxamide C(CCC)N1C(CCCC1)C(=O)NC1=C(C=CC=C1C)C